C1(CC1)C1=CC(=NN1)NC1=NC(=NC=C1)N1C[C@H](CC1)N(C(OC(C)(C)C)=O)C tert-Butyl (S)-(1-(4-((5-Cyclopropyl-1H-pyrazol-3-yl)amino)pyrimidin-2-yl)pyrrolidin-3-yl)(methyl)carbamate